C(C1=CC=CC=C1)O[C@@H](C(=O)N1CCN(CC1)S(=O)(=O)C1=CC=C(C)C=C1)[C@H]([C@@H]([C@@]([C@@H](C)O)(O)COCC1=CC=CC=C1)OCC1=CC=CC=C1)OCC1=CC=CC=C1 (2R,3S,4S,5R,6R)-2,3,4-tribenzyloxy-5-(benzyloxymethyl)-5,6-dihydroxy-1-[4-(p-toluenesulfonyl)piperazin-1-yl]heptan-1-one